Methyl N-((S)-3-acetoxy-2-(1-oxo-4-(4-pivalamidophenyl)isoindolin-2-yl)propanoyl)-O-acetyl-L-serinate C(C)(=O)OC[C@@H](C(=O)N[C@@H](COC(C)=O)C(=O)OC)N1C(C2=CC=CC(=C2C1)C1=CC=C(C=C1)NC(C(C)(C)C)=O)=O